(6S)-6-tert-butyl-N-{(1R)-3-[(trans-3-hydroxycyclobutyl)amino]-1-phenylpropyl}-5,6,7,8-tetrahydrothieno[2,3-b]quinoline-2-carboxamide C(C)(C)(C)[C@@H]1CC=2C=C3C(=NC2CC1)SC(=C3)C(=O)N[C@H](CCN[C@@H]3C[C@H](C3)O)C3=CC=CC=C3